4,5-nonanediol CCCC(C(CCCC)O)O